C1=NC=C(C2=CC=CC=C12)N1C(N(CC1C#N)C1CCC(CC1)C(F)(F)F)=O 3-(isoquinolin-4-yl)-2-oxo-1-((1R,4R)-4-(trifluoromethyl)cyclohexyl)imidazoline-4-carbonitrile